N[C@H](CC=1C=C2N(N=C(C=C2NCC=2SC=CC2)Cl)C1Cl)C (S)-6-(2-aminopropyl)-2,7-dichloro-N-(thiophen-2-ylmethyl)pyrrolo[1,2-b]pyridazin-4-amine